FC(C(C(F)(F)F)(O)C1=CC=C(C=C1)C1=C(C=C(C=C1)CN1CC(N(CC1)CC1=CC=NC=C1)C(=O)NC(C)C)C)(F)F 4-((4'-(1,1,1,3,3,3-hexafluoro-2-hydroxypropan-2-yl)-2-methyl-[1,1'-biphenyl]-4-yl)methyl)-N-isopropyl-1-(pyridin-4-ylmethyl)piperazine-2-carboxamide